4-(prop-1-en-2-yl)quinazoline C=C(C)C1=NC=NC2=CC=CC=C12